BrC=1C=C(C=CC1)N1C(N(CCC1)CC1CCNCC1)=O 1-(3-bromophenyl)-3-(piperidin-4-ylmethyl)-1,3-diazinan-2-one